(E)-1-(2-chlorophenyl)-3-(4-((E)-3-(2-methoxyphenyl)-3-oxoprop-1-en-1-yl)phenyl)prop-2-en-1-one ClC1=C(C=CC=C1)C(\C=C\C1=CC=C(C=C1)\C=C\C(=O)C1=C(C=CC=C1)OC)=O